5-(((S)-1-((1-(4-(4-chloro-1,2-bis(4-hydroxyphenyl)but-1-en-1-yl)phenyl)piperidine-4-yl)methyl)piperidin-3-yl)amino)-2-(2,6-dioxopiperidin-3-yl)isoindoline-1,3-dione ClCCC(=C(C1=CC=C(C=C1)O)C1=CC=C(C=C1)N1CCC(CC1)CN1C[C@H](CCC1)NC=1C=C2C(N(C(C2=CC1)=O)C1C(NC(CC1)=O)=O)=O)C1=CC=C(C=C1)O